(S)-3-(3-Chloro-4-fluorophenyl)-1-(8-fluoro-3,3-dioxido-6-oxo-1,4,5,6-tetrahydro-2H-thiopyrano[3,4-c]isoquinolin-1-yl)-1-methylurea ClC=1C=C(C=CC1F)NC(N(C)[C@@H]1CS(CC=2NC(C=3C=C(C=CC3C21)F)=O)(=O)=O)=O